C1(=CC=C(C=C1)C[C@H](C[C@H](C(=O)OCC)C)NC(CCC(=O)N[C@@H](CC1=CNC=N1)C(=O)O)=O)C1=CC=CC=C1 (4-(((2S,4R)-1-([1,1'-biphenyl]-4-yl)-5-ethoxy-4-methyl-5-oxopentan-2-yl)amino)-4-oxobutanoyl)-L-histidine